1H-indazole-4-carboxylate N1N=CC=2C(=CC=CC12)C(=O)[O-]